(1S,3R)-3-[[2-[(2,3-Dichlorobenzoyl)amino]-1-oxopropyl]amino]cyclopentanecarboxylic acid ClC1=C(C(=O)NC(C(=O)N[C@H]2C[C@H](CC2)C(=O)O)C)C=CC=C1Cl